3-(3-(4-methoxyphenyl)-5-methyl-4-thiazolinonyl)-N-(4-phenylbutyl)benzamide COC1=CC=C(C=C1)N1C(SC(=C1C=1C=C(C(=O)NCCCCC2=CC=CC=C2)C=CC1)C)=O